Cl.CN(CCCN=C=N)C (3-dimethylaminopropyl)-carbodiimide hydrochloride